ClC=1C(=NC2=CC=NC(=C2C1)N1CCN(CC1)C(=O)OC(C)(C)C)C1=C(C=CC=C1)F tert-Butyl 4-(3-chloro-2-(2-fluorophenyl)-1,6-naphthyridin-5-yl)piperazine-1-carboxylate